2-Methylazetidine HCl Cl.CC1NCC1